FC(C(=O)O)(F)F.ClC1=C(C=CC(=C1)C=1N=NNC1C(=O)O)C1=CC=C(C=C1)Cl 4-(2,4'-dichloro-[1,1'-biphenyl]-4-yl)-1H-1,2,3-triazole-5-carboxylic acid 2,2,2-trifluoroacetate